ClC=1C(=C(CN2[C@@H](C[C@@](CC2)(C(=O)O)CC2=NC(=C(C(=C2F)C(N(C)C)=O)F)NC2=NNC(=C2)C)C)C=CC1)F (2R,4R)-1-(3-chloro-2-fluorobenzyl)-4-((4-(dimethylcarbamoyl)-3,5-difluoro-6-((5-methyl-1H-pyrazol-3-yl)amino)pyridin-2-yl)methyl)-2-methylpiperidine-4-carboxylic acid